COC(=O)C1=C(C2=C(OC3(CCC(CC3)C(N(C)OC)=O)O2)C(=C1)Cl)C.C(C(C)C)OC(=O)C=1OC2=C(N1)C=CC=C2 isobutoxycarbonyl-benzo[d]oxazole methyl-7-chloro-4'-[methoxy(methyl)carbamoyl]-4-methylspiro[1,3-benzodioxole-2,1'-cyclohexane]-5-carboxylate